7-(8-chloro-7-fluoro-3-(methoxymethoxy)naphthalen-1-yl)-8-fluoro-2-(((2R,7aS)-2-fluorotetrahydro-1H-pyrrolizin-7a(5H)-yl)methoxy)-4-(2,2,2-trifluoroethoxy)pyrido[4,3-d]pyrimidine ClC=1C(=CC=C2C=C(C=C(C12)C1=C(C=2N=C(N=C(C2C=N1)OCC(F)(F)F)OC[C@]12CCCN2C[C@@H](C1)F)F)OCOC)F